rac-(5s,7s)-2-cyclopropylsulfonyl-7-fluoro-5-(2,3,5-trifluorophenyl)-6,7-dihydro-5H-pyrrolo[1,2-b][1,2,4]triazole C1(CC1)S(=O)(=O)C=1N=C2N(N1)[C@@H](C[C@@H]2F)C2=C(C(=CC(=C2)F)F)F |r|